N1=CC2(C3=CC=CC=C13)CCC2 spiro[cyclobutane-1,3'-indol]